N-(5-chloro-2,3-difluoro-4-((3-(2-(((3S,5S)-5-fluoropiperidin-3-yl)amino)pyrimidin-4-yl)pyridin-2-yl)oxy)phenyl)-1-(2-fluorophenyl)methanesulfonamide ClC=1C(=C(C(=C(C1)NS(=O)(=O)CC1=C(C=CC=C1)F)F)F)OC1=NC=CC=C1C1=NC(=NC=C1)N[C@@H]1CNC[C@H](C1)F